2-(2-methyl-oxazol-4-yl)ethanol CC=1OC=C(N1)CCO